P(=O)(O)(O)OC1=CC=C(C[C@H](N)C(=O)O)C=C1 phospho-tyrosine